N-[(2S,3R)-2-[(2',3'-difluoro[1,1'-biphenyl]-3-yl)methyl]-4,4-difluoro-1-(2-hydroxy-2-methylpropanoyl)pyrrolidin-3-yl]ethane-sulfonamide FC1=C(C=CC=C1F)C1=CC(=CC=C1)C[C@@H]1N(CC([C@@H]1NS(=O)(=O)CC)(F)F)C(C(C)(C)O)=O